C(=C)C=1OCCN1 Vinyloxazolin